O=C1N(C2=CC=CC=C2C(N1CCC1=CC(=CC=C1)C(F)(F)F)=O)CC1=NC=C(C(=O)NO)C=C1 6-((2,4-dioxo-3-(3-(trifluoromethyl)phenethyl)-3,4-dihydroquinazolin-1(2H)-yl)methyl)-N-hydroxynicotinamide